OC1=C2C(CC(OC2=CC(=C1)O)C1=CC(=CC(=C1)O)O)=O 5,7,3',5'-tetrahydroxyflavanone